2-(7-bromoquinoxaline-2-yl)hydrazine BrC1=CC=C2N=CC(=NC2=C1)NN